FC=1C=C(C=NC1O)S(=O)(=O)Cl 5-Fluoro-6-hydroxy-pyridine-3-sulfonyl chloride